CN1N=C(C=C1C(=O)O)NC(=O)C1=CC(=NC=C1N1N=CC(=C1)CC(C)C)C 2-methyl-5-{2-methyl-5-[4-(2-methylpropyl)pyrazol-1-yl]pyridine-4-amido}pyrazole-3-carboxylic acid